tert-butyl ((1RS,2RS)-2-(5-fluoropyridin-2-yl)-2-hydroxy-1-(pyridin-2-yl)ethyl)carbamate FC=1C=CC(=NC1)[C@@H]([C@@H](C1=NC=CC=C1)NC(OC(C)(C)C)=O)O |r|